5-[7-(2-ethoxyethoxy)-1-fluoro-3-hydroxynaphthalen-2-yl]-1λ6,2,5-thiadiazolidine-1,1,3-trione C(C)OCCOC1=CC=C2C=C(C(=C(C2=C1)F)N1CC(NS1(=O)=O)=O)O